O=S1(CCN(CC1)C(C(=O)N1CCC(CC1)C1=CC=C(C=C1)NC(=O)N1CC2=CC=C(C=C2C1)F)=O)=O N-(4-(1-(2-(1,1-dioxidothiomorpholino)-2-oxoacetyl)piperidin-4-yl)phenyl)-5-fluoroisoindoline-2-carboxamide